2-chloro-5-(trifluoromethyl)benzene ClC1=CC=C(C=C1)C(F)(F)F